(-)-Dihydro-codeine C1CC(OC)=C2C=3[C@@]45[C@@H](O2)[C@@H](O)C=C[C@H]4[C@@H](CC13)N(C)CC5